(S)-N2-[1-(4-fluorophenyl)ethyl]-6-(3-methoxyazetidin-1-yl)-N4-(pyrazin-2-yl)pyrimidine-2,4-diamine FC1=CC=C(C=C1)[C@H](C)NC1=NC(=CC(=N1)NC1=NC=CN=C1)N1CC(C1)OC